5-((2-(4-((3-Chloro-5-(hydroxymethyl)benzyl)amino)butoxy)ethyl)amino)benzo[c][2,6]naphthyridine-8-carboxamide ClC=1C=C(CNCCCCOCCNC2=NC3=C(C4=CN=CC=C24)C=CC(=C3)C(=O)N)C=C(C1)CO